ethyl 2-bromo-3-(3,4-dichlorophenyl)-3-oxopropanoate BrC(C(=O)OCC)C(=O)C1=CC(=C(C=C1)Cl)Cl